4-acetamido-3,6-dichloropyridine C(C)(=O)NC1=C(C=NC(=C1)Cl)Cl